N-((1-(6-phenyl-5-(pyridin-4-yl)pyrazin-2-yl)piperidin-4-yl)methyl)pivalamide C1(=CC=CC=C1)C1=C(N=CC(=N1)N1CCC(CC1)CNC(C(C)(C)C)=O)C1=CC=NC=C1